N-(3-fluorophenyl)-1,4-benzoxazine-4-formamide FC=1C=C(C=CC1)NC(=O)N1C=COC2=C1C=CC=C2